C(C1=CC=CC=C1)(=O)SC[C@@H](C(=O)NCC(=O)O)NC(CC[C@H](N)C(=O)O)=O N5-((R)-3-(benzoylthio)-1-((carboxymethyl)amino)-1-oxopropan-2-yl)-L-glutamine